6-(tert-butyl)benzo[d]thiazol-2-amine C(C)(C)(C)C1=CC2=C(N=C(S2)N)C=C1